C(C)C=1C=NN2C1N=C(C=C2NCC=2C=CC(=NC2)OCC(=O)O)N2[C@@H](CCCC2)CCO 2-[[5-[[[3-ethyl-5-[(2S)-2-(2-hydroxyethyl)-1-piperidyl]pyrazolo[1,5-a]pyrimidin-7-yl]amino]methyl]-2-pyridyl]oxy]acetic acid